BrC1=CC=C(C=C1)N1[C@H](CCC1)C1=C(C=CC=C1)C1CCN(CC1)C(C(C)(C)N(C(OC(C)(C)C)=O)C(=O)OC(C)(C)C)=O tert-butyl (R)-(1-(4-(2-(1-(4-bromophenyl)pyrrolidin-2-yl)phenyl)piperidin-1-yl)-2-methyl-1-oxopropan-2-yl)(tert-butoxycarbonyl)carbamate